fluoro-5-(6-((1-(trifluoromethyl)cyclopropyl)ethynyl)-2,3,4,5-tetrahydro-1H-benzo[b]azepin-1-yl)-[1,2,4]triazolo[4,3-a]quinazoline FC1=NN=C2N1C1=CC=CC=C1C(=N2)N2C1=C(CCCC2)C(=CC=C1)C#CC1(CC1)C(F)(F)F